NCCCNC(C=C)=O N-(3-aminopropyl)-2-propenamide